2-[2-(2-bromoethoxy)ethoxy]propoxy-methylbenzene BrCCOCCOC(COC1=C(C=CC=C1)C)C